N-[[2-(6-methoxy-2-pyridinyl)-3-methyl-1H-indol-5-yl]methyl]-4-methyl-pyrimidine-5-carboxamide COC1=CC=CC(=N1)C=1NC2=CC=C(C=C2C1C)CNC(=O)C=1C(=NC=NC1)C